DICAFFEOYL-SPERMIDIN C(\C=C\C1=CC(O)=C(O)C=C1)(=O)N(CCCCNCCCN)C(\C=C\C1=CC(O)=C(O)C=C1)=O